2-(4-chlorophenyl)-3-methyl-N'-(pyridine-2-yl)butyryl-hydrazine ClC1=CC=C(C=C1)N(N)C(CC(CC1=NC=CC=C1)C)=O